O.[O] oxygen hydrogen oxide